C(#N)C=1C=CC(=C(C1)C1(CC1)C(=O)NC(C(=O)O)CCN(CCCCC1=NC=2NCCCC2C=C1)CC(CF)OC)F 2-[[1-(5-cyano-2-fluoro-phenyl)cyclopropanecarbonyl]amino]-4-[[3-fluoro-2-methoxy-propyl]-[4-(5,6,7,8-tetrahydro-1,8-naphthyridin-2-yl)butyl]amino]butanoic acid